C(CC)OC(C(C)F)=O fluoropropionic acid propyl ester